N[C@@H]1CN(CC[C@H]1F)C1=NC2=C(N1CC=1N=CC(=NC1)C(=O)N)C=C(C(=C2)F)F 5-((2-((3R,4R)-3-amino-4-fluoro-1-piperidinyl)-5,6-difluoro-1H-benzimidazol-1-yl)methyl)-2-pyrazinecarboxamide